5-(2-ethylphenyl)-1,3,3,7-tetramethyloctahydrobenzo[c]isoxazole C(C)C1=C(C=CC=C1)C1CC2C(N(OC2(C)C)C)C(C1)C